COC1=C(CN(S(=O)(=O)C2=C(C(=C(C=C2F)N2C[C@@H](CC2)N(C)C)C)F)C2=NC(=CC=C2)F)C=CC(=C1)OC (R)-N-(2,4-dimethoxybenzyl)-4-(3-(dimethylamino)pyrrolidin-1-yl)-2,6-difluoro-N-(6-fluoropyridin-2-yl)-3-methylbenzenesulfonamide